tert-Butyl N-[5-(3-aminocinnolin-6-yl)-4-methyl-3-pyridyl]-N-tert-butoxycarbonyl-carbamate NC=1N=NC2=CC=C(C=C2C1)C=1C(=C(C=NC1)N(C(OC(C)(C)C)=O)C(=O)OC(C)(C)C)C